2-(4-(dodecyloxy)phenyl)acetic acid C(CCCCCCCCCCC)OC1=CC=C(C=C1)CC(=O)O